3-(1-oxo-5-(4-((3-phenylpiperidin-1-yl)methyl)pyridin-2-yl)isoindolin-2-yl)piperidine-2,6-dione O=C1N(CC2=CC(=CC=C12)C1=NC=CC(=C1)CN1CC(CCC1)C1=CC=CC=C1)C1C(NC(CC1)=O)=O